N[C@H](C(C)C)C(=O)N D-valinamide